6-hydroxy-3-(4,4,5,5-tetramethyl-1,3,2-dioxaborolan-2-yl)-2-(trideuteriomethyl)benzaldehyde OC1=CC=C(C(=C1C=O)C([2H])([2H])[2H])B1OC(C(O1)(C)C)(C)C